C(C)(C)(C)OC(=O)N1CCN(CC1)C1=NC=NC2=C(C(=C(C(=C12)OC)Cl)C1=CC=C(C2=C1N=C(S2)NC(=O)OC(C)(C)C)F)F 4-[7-[2-(tert-Butoxycarbonylamino)-7-fluoro-1,3-benzothiazol-4-yl]-6-chloro-8-fluoro-5-methoxy-quinazolin-4-yl]Piperazine-1-carboxylic acid tert-butyl ester